The molecule is an organic heteropentacyclic compound isolated from Aspergillus and Aspergillus ustus and has been shown to exhibit cytotoxic activity. It has a role as an antineoplastic agent and an Aspergillus metabolite. It is an organic heteropentacyclic compound, an oxacycle, a cyclic ketone and a polyphenol. CC(C)(CCC1=C2C(=C(C=C1)O)C(=O)C3=C(C4=C(C=C3O2)O[C@@H]5[C@]4(C=CO5)O)O)O